4-(6-bromopyrazolo[1,5-a]pyrimidin-3-yl)-N-(pentan-3-yl)thiophene-2-carboxamide BrC=1C=NC=2N(C1)N=CC2C=2C=C(SC2)C(=O)NC(CC)CC